perfluoro (2,4-dimethyl-1,3-dioxolan-2-yl)carboxylate barium-silicon [Si].[Ba].CC1(OCC(O1)C)C(=O)OF